4-(2-{6-[(3R)-3-aminopiperidine-1-carbonyl]-4-methoxy-3-methylpyrazolo[1,5-a]pyridin-2-yl}-1-(cyclopropylmethyl)-1H-pyrrolo[2,3-b]pyridin-6-yl)-2-fluoro-5-methylbenzamide N[C@H]1CN(CCC1)C(=O)C=1C=C(C=2N(C1)N=C(C2C)C2=CC=1C(=NC(=CC1)C1=CC(=C(C(=O)N)C=C1C)F)N2CC2CC2)OC